1-(isopropylsulfonyl)-1H-pyrrole-3-carboxylate C(C)(C)S(=O)(=O)N1C=C(C=C1)C(=O)[O-]